3-(4-(2-(hydroxymethyl)-7-azaspiro[3.5]nonan-7-yl)phenyl)piperidine-2,6-dione OCC1CC2(C1)CCN(CC2)C2=CC=C(C=C2)C2C(NC(CC2)=O)=O